(S)-N-(2-(1-((4-chlorophenyl)amino)-6-morpholino-1,3,5-triazin-2-yl)ethyl)-5-cyclopropylisoxazole-3-carboxamide ClC1=CC=C(C=C1)NN1[C@H](N=CN=C1N1CCOCC1)CCNC(=O)C1=NOC(=C1)C1CC1